2-bromo-6-(ethylthio)pyridin-4-amine BrC1=NC(=CC(=C1)N)SCC